benzyl (4-aminobenzyl)(phenyl)carbamate NC1=CC=C(CN(C(OCC2=CC=CC=C2)=O)C2=CC=CC=C2)C=C1